3,5,6-trimethyl-piperazine-2-methanol CC1C(NC(C(N1)C)C)CO